ClC1=NN=C(C=2CCCCC12)C1=C(C=C(C=C1)C)OC 1-chloro-4-(2-methoxy-4-methylphenyl)-5,6,7,8-tetrahydrophthalazine